C(C)(C)(C)OC(=O)N1CCN(CC1)C1=NC(=NC2=C(C(=C(C=C12)Cl)Br)OC1COCC1)OC[C@H]1N(CCC1)C 4-(7-bromo-6-chloro-2-(((S)-1-methylpyrrolidin-2-yl)methoxy)-8-((tetrahydrofuran-3-yl)oxy)quinazolin-4-yl)piperazine-1-carboxylic acid tert-butyl ester